C1(C=CC=2CCCCC12)[Hf+2]C1C=CC=2CCCCC12 bis(4,5,6,7-tetrahydro-1-indenyl)hafnium (IV)